BrC1=NNC=2C1=NC(=CC2C(C#N)(C)C)N2[C@@H](COCC2)C (R)-2-(3-bromo-5-(3-methylmorpholinyl)-1H-pyrazolo[4,3-b]pyridin-7-yl)-2-methylpropanenitrile